O=C1NC(CCC1N1C(C2=CC=CC(=C2C1=O)NCC(=O)O)=O)=O (2-(2,6-dioxopiperidin-3-yl)-1,3-dioxoisoindolin-4-yl)aminoacetic acid